4-(oxetan-3-yloxy)-2-(trimethylstannyl)pyridine O1CC(C1)OC1=CC(=NC=C1)[Sn](C)(C)C